2-chloro-1-(4-(3-((4-phenoxyphenyl)amino)-1-((2-(trimethylsilyl)ethoxy)methyl)-1,4,5,6,8-pentazaacenaphthylen-5(1H)-yl)piperidin-1-yl)ethan-1-one ClCC(=O)N1CCC(CC1)N1N=C(C2=CN(C=3N=CN=C1C32)COCC[Si](C)(C)C)NC3=CC=C(C=C3)OC3=CC=CC=C3